3-allyl-5-phenyl-1-oxa-5-azaspiro[5.5]undec-7,10-diene-4,9-dione C(C=C)C1COC2(N(C1=O)C1=CC=CC=C1)C=CC(C=C2)=O